(1R,4R,7R)-2-{2-[1-(cyclopropylmethyl)-6-(3-methyl-1H-pyrazol-yl)-1H-indol-2-yl]-7-methoxy-1-methyl-1H-1,3-benzodiazole-5-carbonyl}-2-azabicyclo[2.2.1]heptan-7-amine C1(CC1)CN1C(=CC2=CC=C(C=C12)N1N=C(C=C1)C)C1=NC2=C(N1C)C(=CC(=C2)C(=O)N2[C@@H]1CC[C@H](C2)[C@H]1N)OC